benzyl ((1S,3S,4S)-3-hydroxy-4-(((s)-1-phenylethyl)amino)cyclohexyl)carbamate O[C@H]1C[C@H](CC[C@@H]1N[C@@H](C)C1=CC=CC=C1)NC(OCC1=CC=CC=C1)=O